ClC1=C(C=C(CN2[C@@H](C(N(CC2=O)C2=NC=C(C=C2F)OC)=O)C2COC2)C=C1)F (R)-4-(4-chloro-3-fluoro-benzyl)-1-(3-fluoro-5-methoxypyridin-2-yl)-3-(oxetan-3-yl)piperazine-2,5-dione